C(C)(C)(C)OC(NCCC1=CC=C(C=C1)C(NC1=CC(=C(C=C1)Br)C)=O)=O {2-[4-(4-bromo-3-methyl-phenylcarbamoyl)-phenyl]-ethyl}-carbamic acid tert-butyl ester